CN1N=C2C=C(C=CC2=C1C)CNC1=NC(=NC=C1)NC=1C=CC(=C(C1)S(=O)(=O)N)C 5-({4-[(2,3-Dimethyl-2H-indazol-6-yl)methylamino]pyrimidin-2-yl}amino)-2-methylbenzenesulfonamide